NC1=NC=2C=C(C(=CC2C2=C1C=NN2C)C(=O)N(C)[C@H](C)C2=NC=C(C=C2)F)Cl 4-amino-7-chloro-N-((1R)-1-(5-fluoro-2-pyridinyl)ethyl)-N,1-dimethyl-1H-pyrazolo[4,3-c]quinoline-8-carboxamide